FC=1C=C(C=C(C1)F)N1C(CC[C@H]1C1=NC2=C(N1[C@H]1CN(CC1)S(=O)(=O)C)C=CC(=C2)C=2C(=NOC2C)C)=O (S)-1-(3,5-difluorophenyl)-5-(5-(3,5-dimethylisoxazol-4-yl)-1-((R)-1-(methylsulfonyl)pyrrolidin-3-yl)-1H-benzo[d]imidazol-2-yl)pyrrolidin-2-one